NC=1C(=NC(=NC1NCC1=C(C=C(C=C1)OC)OC)Cl)C(=O)NCC1=CC(=CC(=C1)C=1C=NN(C1)C1=CC=C(C=C1)F)F 5-Amino-2-chloro-6-((2,4-dimethoxybenzyl)amino)-N-(3-fluoro-5-(1-(4-fluorophenyl)-1H-pyrazol-4-yl)benzyl)pyrimidine-4-carboxamide